((4-Nitrophenoxy)(phenoxy)phosphoryl)-L-alanine hexadecyl ester C(CCCCCCCCCCCCCCC)OC([C@@H](NP(=O)(OC1=CC=CC=C1)OC1=CC=C(C=C1)[N+](=O)[O-])C)=O